C(CCCCCCCCC=C)(=O)O.OCC(O)CO.OCC(O)CO diglycerol monoundecylenate